3-fluorocyclobutane-1-carboxylic acid FC1CC(C1)C(=O)O